CC1=CC=CC(=N1)C1=C(N=CN1)C=1C=C2C=C(C=NC2=CC1)C(=O)O[C@@H]1CNCC1 [(3S)-pyrrolidin-3-yl] 6-[5-(6-methyl-2-pyridyl)-1H-imidazol-4-yl]quinoline-3-carboxylate